2-((tert-butyldimethylsilyl)ethynyl)-4-methyl-5-(4,4,5,5-tetramethyl-1,3,2-dioxaborolan-2-yl)pyridine [Si](C)(C)(C(C)(C)C)C#CC1=NC=C(C(=C1)C)B1OC(C(O1)(C)C)(C)C